C(C)(C)(C)OC(=O)N(CC#CC1=C(C=C(C(=C1)F)F)NC1=C(C(=O)OC)C=C(C=C1)C(F)(F)F)C1=NC(=CC=C1[N+](=O)[O-])OC methyl 2-((2-(3-((tert-butoxycarbonyl)(6-methoxy-3-nitropyridin-2-yl)amino)prop-1-yn-1-yl)-4,5-difluorophenyl)amino)-5-(trifluoromethyl)benzoate